COCCOCOCC1=C(C(=O)O)C=CC=C1 (((2-methoxyethoxy)methoxy)methyl)benzoic acid